(E)-2-methyl-3-(5-(2-fluoro-4-cyanophenyl)thiophen-2-yl)acrylic acid C/C(/C(=O)O)=C\C=1SC(=CC1)C1=C(C=C(C=C1)C#N)F